BrC1=CC(=CC=2N1N=CC2)S(=O)(=O)Cl 7-bromopyrazolo[1,5-a]pyridin-5-sulfonyl chloride